C(C)(C)(C)OC(=O)N1CC2C(C1)CC(=C2)C2=NC(=CN=C2OC)C 5-(3-Methoxy-6-methylpyrazin-2-yl)-3,3a,4,6a-tetrahydrocyclopenta[c]pyrrole-2(1H)-carboxylic acid tert-butyl ester